(2-(3,8-diazabicyclo[3.2.1]octan-8-yl)-6,7-dihydrothiazolo[5,4-c]pyridin-5(4H)-yl)(2-(trifluoromethoxy)phenyl)methanone C12CNCC(CC1)N2C=2SC=1CN(CCC1N2)C(=O)C2=C(C=CC=C2)OC(F)(F)F